5-(6-cyclopropyl-3-pyridyl)-1,3,4-oxadiazol-2-ol C1(CC1)C1=CC=C(C=N1)C1=NN=C(O1)O